CS(=O)(=O)[O-].[Pd+2].CS(=O)(=O)[O-] palladium methanesulphonate